2-{5-hydroxy-5-phenyl-octahydrocyclopenta[c]pyrrol-2-yl}-1-(4-methoxyphenyl)ethan-1-one OC1(CC2C(CN(C2)CC(=O)C2=CC=C(C=C2)OC)C1)C1=CC=CC=C1